ClC1=C(OCC(=O)C2=CC=C(C=C2)C2=NOC(=N2)C(F)(F)F)C=CC(=C1)OC 2-(2-chloro-4-methoxyphenoxy)-1-(4-(5-(trifluoromethyl)-1,2,4-oxadiazol-3-yl)phenyl)ethan-1-one